butanoic acid-d C(CCC)(=O)O[2H]